2-chloro-N-[(3R,4S)-1-(4-chloropyridine-3-carbonyl)-4-fluoropyrrolidin-3-yl]benzamide ClC1=C(C(=O)N[C@@H]2CN(C[C@@H]2F)C(=O)C=2C=NC=CC2Cl)C=CC=C1